FC(C=1C=C(CN2N=CC(=C2)C(=O)OCC)C=CC1CO)F ethyl 1-(3-(difluoromethyl)-4-(hydroxymethyl)benzyl)-1H-pyrazole-4-carboxylate